5-(4-(5-fluoroindolin-1-yl)pyrido[3,2-d]pyrimidin-6-yl)-1-(2-hydroxyethyl)pyridin-2(1H)-one FC=1C=C2CCN(C2=CC1)C=1C2=C(N=CN1)C=CC(=N2)C=2C=CC(N(C2)CCO)=O